C(CC)(=O)ON(C)CC=1C=C2C=CN(C2=CC1)C1=NOC(=N1)C1=CC(=C(C=C1)OC(C)C)Cl (((1-(5-(3-chloro-4-isopropoxyphenyl)-1,2,4-oxadiazol-3-yl)-1H-indol-5-yl) methyl) (methyl) amino) propanoate